1-(2-methylbenzo[d]thiazol-6-yl)ethan-1-ol CC=1SC2=C(N1)C=CC(=C2)C(C)O